ethyl 2-([1,1'-biphenyl]-4-yl)-5-phenyloxazole-4-carboxylate C1(=CC=C(C=C1)C=1OC(=C(N1)C(=O)OCC)C1=CC=CC=C1)C1=CC=CC=C1